methyl 5-methoxy-2-morpholino-6-(1-phenyl-1H-pyrazol-3-yl)pyrimidine-4-carboxylate COC=1C(=NC(=NC1C1=NN(C=C1)C1=CC=CC=C1)N1CCOCC1)C(=O)OC